ClC=1C=C(C=C(C1)F)C1(CC1)C1=NOC(=N1)C1=NN(C(=C1)C(F)F)C 3-(1-(3-chloro-5-fluorophenyl)cyclopropyl)-5-(5-(difluoromethyl)-1-methyl-1H-pyrazol-3-yl)-1,2,4-oxadiazole